FC1=C2C=CN(C2=C(C=C1)C(=O)NC1CC2(CCC2)C1)CC1=CC2=CC=C(C=C2C=C1)OC 6-(4-Fluoro-1-((6-methoxynaphthalin-2-yl)methyl)-1H-indol-7-carboxamido)spiro[3.3]-heptan